2-(difluoromethoxy)-5-{1-[3-(2,6-dimethylmorpholin-4-yl)-2-hydroxypropyl]pyrazol-3-yl}phenol FC(OC1=C(C=C(C=C1)C1=NN(C=C1)CC(CN1CC(OC(C1)C)C)O)O)F